C(CCCCC(C)C)C1(CC=C(C=C1)O)CC 4-isooctyl-p-ethylphenol